(R)-pyrrolidine-3-methanol N1C[C@@H](CC1)CO